CN(CCCN)C 1,1-dimethyl-1,5-diazapentane